4-((2S,5R)-4-((R)-(3,4-dichlorophenyl)(3,3-difluorocyclobutyl)methyl)-2,5-dimethylpiperazin-1-yl)-2-methyl-1-(((S)-tetrahydrofuran-2-yl)methyl)-1H-[1,2,4]triazolo[3,4-b]purine ClC=1C=C(C=CC1Cl)[C@H](N1C[C@@H](N(C[C@H]1C)C=1C=2N=C(N(C2N2C(N1)=NN=C2)C[C@H]2OCCC2)C)C)C2CC(C2)(F)F